4-(difluoromethoxy)-2-methylaniline FC(OC1=CC(=C(N)C=C1)C)F